BrC1=CC=C(C=C1)C1(CC1)C1=NOC(=N1)CC(C(=O)OC(C)(C)C)P(=O)(OCC)OCC tert-butyl 3-(3-(1-(4-bromophenyl)cyclopropyl)-1,2,4-oxadiazol-5-yl)-2-(diethoxyphosphoryl)propanoate